CC1(C2=CC=CC=C2C=2C=C(C=CC12)B(O)O)C 9,9-dimethyl-9H-fluoren-3-yl-boronic acid